NC1C=CC2=CC=C3C=CC=C4C=CC=1C2=C34 aminopyrene